2-(3-chlorobenzyl)cyclopentyl ((2S)-3-cyclohexyl-1-((4-(cyclopropylamino)-3-hydroxy-4-oxo-1-(2-oxo-8-oxa-1-azaspiro[4.5]decan-3-yl)butan-2-yl)amino)-1-oxopropan-2-yl)carbamate C1(CCCCC1)C[C@@H](C(=O)NC(CC1C(NC2(C1)CCOCC2)=O)C(C(=O)NC2CC2)O)NC(OC2C(CCC2)CC2=CC(=CC=C2)Cl)=O